(Z)-3-((3,3-dibutyl-5-(4-(tert-butylcarbamoyl)phenyl)-7-(methylsulfanyl)-1,1-dioxo-2,3,4,5-tetrahydro-1,5-benzothiazepin-8-yl)oxy)-2-fluoroacrylic acid methyl ester COC(/C(=C/OC1=CC2=C(N(CC(CS2(=O)=O)(CCCC)CCCC)C2=CC=C(C=C2)C(NC(C)(C)C)=O)C=C1SC)/F)=O